C(C)C1=CC2=C(C3=CC=CC=C3C(=C2C=C1)OCCCCCC)OCCCCCC 2-ethyl-9,10-bis(n-hexyloxy)anthracene